N-Succinimidyl methacrylate CC(=C)C(=O)ON1C(=O)CCC1=O